CC1(CCN(CC1)C=1OC2=C(C=C(C=C2C(C1)=O)C)C(C)=NS(=O)C(C)(C)C)C N-[1-[2-(4,4-dimethyl-1-piperidyl)-6-methyl-4-oxo-chromen-8-yl]ethylidene]-2-methyl-propane-2-sulfinamide